BrC=1C(N(N=CC1Br)C)=O 4,5-dibromo-2-methylpyridazin-3(2H)-one